FC=1C=C(C=C2C(=NN(C12)C(C)C)I)N1N=CC(=C1)C(=O)OCC ethyl 1-(7-fluoro-3-iodo-1-isopropyl-1H-indazol-5-yl)-1H-pyrazole-4-carboxylate